7-bromo-2,3-dimethyl-imidazo[1,2-a]pyridine BrC1=CC=2N(C=C1)C(=C(N2)C)C